N-(2-((2-(dimethylamino)ethyl)(ethyl)amino)-3-fluoro-5-((4-(1-methyl-1H-indol-3-yl)-7,8-dihydro-5H-pyrano[4,3-d]pyrimidin-2-yl)amino)phenyl)acetamide CN(CCN(C1=C(C=C(C=C1F)NC=1N=C(C2=C(N1)CCOC2)C2=CN(C1=CC=CC=C21)C)NC(C)=O)CC)C